7-fluoro-2-(4-fluorophenyl)-4-(t-butyldimethylsilyloxy)-1,2-dihydroquinoline-1,5-dicarboxylic acid tert-butyl ester C(C)(C)(C)OC(=O)N1C(C=C(C=2C(=CC(=CC12)F)C(=O)O)O[Si](C)(C)C(C)(C)C)C1=CC=C(C=C1)F